3,3-dimethyl-5-(4,4,5,5-tetramethyl-1,3,2-dioxaborolan-2-yl)-1-((2-(trimethylsilyl)ethoxy)methyl)-1H-pyrrolo[2,3-b]pyridin-2(3H)-one CC1(C(N(C2=NC=C(C=C21)B2OC(C(O2)(C)C)(C)C)COCC[Si](C)(C)C)=O)C